FC=1N=C(SC1CN1[C@H](C[C@H](C1)OC=1C=NN2C1N=CC(=C2)OC)C)NC(C)=O N-(4-fluoro-5-(((2S,4R)-4-((6-methoxypyrazolo[1,5-a]pyrimidin-3-yl)oxy)-2-methylpyrrolidin-1-yl)methyl)thiazol-2-yl)acetamide